C1(CC1)C1=CC=C(C=N1)[C@H](C)N1N=CC2=C(C=CC(=C12)C(=O)NC1CC2(CC(C2)C(=O)O)C1)C#CC (Sa,S)-6-(1-(1-(6-cyclopropylpyridine-3-yl)ethyl)-4-(propane-1-yn-1-yl)-1H-indazole-7-carboxamido)spiro[3.3]heptane-2-carboxylic acid